(S)-4-(1,4'-bipiperidin-3-ylamino)-2-chloro-N,N-dimethylbenzamide hydrochloride Cl.N1(C[C@H](CCC1)NC1=CC(=C(C(=O)N(C)C)C=C1)Cl)C1CCNCC1